8-(4-Methoxy-phenyl)-1-propyl-2-(3-trifluoromethyl-phenyl)-1,7-dihydro-purin-6-one COC1=CC=C(C=C1)C1=NC=2N=C(N(C(C2N1)=O)CCC)C1=CC(=CC=C1)C(F)(F)F